(S)-3-((8-(benzyl-(methyl)carbamoyl)quinolin-5-yl)amino)pyrrolidine-1-carboxylic acid tert-butyl ester C(C)(C)(C)OC(=O)N1C[C@H](CC1)NC1=C2C=CC=NC2=C(C=C1)C(N(C)CC1=CC=CC=C1)=O